C(/C1=CC=CC=C1)=C(\C=C(C(=O)N(C)C)C)/CCCCCC 4-((E)-benzylidene)-N,N,2-trimethyldec-2-enamide